NC1=NC=NC=2N(C3=CC=C(C=C3C21)C(F)(F)F)CC(=O)N2[C@@H](C[C@@H](C2)C#N)C(=O)NC2=NC(=CC=C2)Br (2S,4S)-1-(2-(4-amino-6-(trifluoromethyl)-9H-pyrimido[4,5-b]indol-9-yl)acetyl)-N-(6-bromopyridin-2-yl)-4-cyanopyrrolidine-2-carboxamide